CC1=CC(=NO1)CC(=O)NC1=NC=CC(=C1)C1=C(C2=NC=CC=C2N1)C1=NC=CC=C1 2-(5-methylisoxazol-3-yl)-N-[4-[3-(2-pyridyl)-1H-pyrrolo[3,2-b]pyridin-2-yl]-2-pyridyl]acetamide